3,4-diphenyl-2-(o-tolyl)-2,3-dihydrooxazole C1(=CC=CC=C1)N1C(OC=C1C1=CC=CC=C1)C1=C(C=CC=C1)C